bis{4-(di(4-(2-hydroxyethyl)phenyl)sulfonio)-phenyl} sulfide OCCC1=CC=C(C=C1)[S+](C1=CC=C(C=C1)SC1=CC=C(C=C1)[S+](C1=CC=C(C=C1)CCO)C1=CC=C(C=C1)CCO)C1=CC=C(C=C1)CCO